tert-butyl ((S)-1-(4-((S)-2-carbamoylpyrrolidin-1-yl)phenyl)ethyl)carbamate C(N)(=O)[C@H]1N(CCC1)C1=CC=C(C=C1)[C@H](C)NC(OC(C)(C)C)=O